C1=CC=CC2=[As]C=C3C=CC=CC3=C12 arsanthridine